C1(CC1)CN1[C@H]2[C@@]3(CC[C@H]([C@H]4[C@@]3(C=3C(=C(C=CC3C2)O)O4)CC1)NC(=O)C=1NC4=CC=CC=C4C1)O 17-Cyclopropylmethyl-3,14β-dihydroxy-4,5α-epoxy-6β-(indole-2-carboxamido)morphinan